CC=1C2=C(N=CN1)N(C=C2)C2C(C1(C(O2)CCC1)O)O 2-(4-methyl-7H-pyrrolo[2,3-d]pyrimidin-7-yl)hexahydro-2H-cyclopenta[b]furan-3,3a-diol